triphenylmethylsulfenamide C1(=CC=CC=C1)C(C1=CC=CC=C1)(C1=CC=CC=C1)SN